C(CCCCCC)OC(=O)OC=1C2=CC=CC=C2C=C2C=CC=CC12 9-(n-heptyloxycarbonyloxy)anthracene